4-(5-cyano-2-methoxyphenyl)-6-(trifluoromethyl)nicotinic acid C(#N)C=1C=CC(=C(C1)C1=CC(=NC=C1C(=O)O)C(F)(F)F)OC